ClC=1C(=NN(C1C)C)C(=O)N1CCN(CC1)CC(=O)C1=CC=C(C=C1)F 2-[4-(4-Chloro-1,5-dimethyl-1H-pyrazole-3-carbonyl)-piperazin-1-yl]-1-(4-fluoro-phenyl)-ethanone